C1(CC1)[C@H](C)N1CC2=C(C=C(C=C2C1)C(=O)C1=NC2=C(C(=NN2C=C1)N)C(=O)N)C(F)(F)F 5-{2-[(S)-1-Cyclopropylethyl]-7-(trifluoromethyl)-5-isoindolinoyl}-2-amino-1,4,7a-triaza-3-indenecarboxamide